NC1=C2N=CN(C2=NC(=N1)F)[C@H]1C[C@@H]([C@@](O1)(C#C)CO[P@@](=O)(OC1=CC=CC=C1)N[C@@H](CC1=CC=CC=C1)C(=O)OCCCCCCCCCCCCCC)O Tetradecyl ((R)-(((2R,3S,5R)-5-(6-amino-2-fluoro-9H-purin-9-yl)-2-ethynyl-3-hydroxytetrahydrofuran-2-yl) methoxy)(phenoxy)phosphoryl)-L-phenylalaninate